CC(=CCC=C)C 5-Methyl-1,4-hexadien